2,4-diphenyl-6-(p-tolyl)pyrimidine C1(=CC=CC=C1)C1=NC(=CC(=N1)C1=CC=CC=C1)C1=CC=C(C=C1)C